2-((2-ethyl-7-fluoro-5-(2-(trifluoromethyl)piperazin-1-yl)-2H-indazol-3-yl)(methyl)amino)-4-(4-fluorophenyl)thiazole-5-carbonitrile C(C)N1N=C2C(=CC(=CC2=C1N(C=1SC(=C(N1)C1=CC=C(C=C1)F)C#N)C)N1C(CNCC1)C(F)(F)F)F